C(CC)N(CCCCC(CCCCCCC(C(=O)[O-])C1CCCCCCCCCCC1)(CCCCCCC(C(=O)[O-])C1CCCCCCCCCCC1)O)CCC 7-(4-(Dipropylamino) butyl)-7-hydroxytridecane-1,13-diylbis(2-cyclododecyl acetate)